N-((R)-1-cyclopropylethyl)-2-(3-(5-(((S)-1-cyclopropylethyl)carbamoyl)-4H-1,2,4-triazol-3-yl)phenyl)oxazole-5-carboxamide C1(CC1)[C@@H](C)NC(=O)C1=CN=C(O1)C1=CC(=CC=C1)C1=NN=C(N1)C(N[C@@H](C)C1CC1)=O